CN1N=C(C2=CC=C(C=C12)C(=O)NC=1N=CC=2N(C1)C=C(N2)[C@@H]2N(CCC2)C)C |o1:22| rel-1,3-dimethyl-N-{2-[(2R)-1-methylpyrrolidin-2-yl]imidazo[1,2-a]pyrazin-6-yl}-1H-indazole-6-carboxamide